2-(5-fluoro-2-(4-(2-oxopiperidin-1-yl)-3-(1-(2,2,2-trifluoroethyl)-1H-indazole-3-carboxamido)benzamido)phenyl)acetic acid FC=1C=CC(=C(C1)CC(=O)O)NC(C1=CC(=C(C=C1)N1C(CCCC1)=O)NC(=O)C1=NN(C2=CC=CC=C12)CC(F)(F)F)=O